methyl 3-methyl-2-(3-(2-oxoethoxy)isoxazol-5-yl)butanoate CC(C(C(=O)OC)C1=CC(=NO1)OCC=O)C